C1CC12N[C@@H](CC2)C(=O)N2CCC(CC2)C(=O)C2=C(N(C1=CN=CC=C12)C1=C(C(=O)N(C(C)C)CC)C=C(C=C1)F)C (S)-2-(3-(1-(4-Azaspiro[2.4]heptane-5-carbonyl)piperidine-4-carbonyl)-2-methyl-1H-pyrrolo[2,3-c]pyridin-1-yl)-N-ethyl-5-fluoro-N-isopropylbenzamide